ClC=1C(=CC(=NC1)C1(CC(C1)(F)F)C(=O)O)C1=CCC(CC1)(F)F 1-[5-chloro-4-(4,4-difluorocyclohexen-1-yl)-2-pyridinyl]-3,3-difluoro-cyclobutanecarboxylic acid